2-{4-[5,7-dimethyl-2-(methylamino)-3H-imidazo[4,5-b]pyridin-3-yl]phenyl}ethyl (4-methylphenyl)sulfonylcarbamate CC1=CC=C(C=C1)S(=O)(=O)NC(OCCC1=CC=C(C=C1)N1C(=NC=2C1=NC(=CC2C)C)NC)=O